C(#N)C1=CC=C(C=C2C(N(/C(/S2)=N/C2=CC=C(C=C2)S(=O)(=O)N)C2CCCCC2)=O)C=C1 4-(((2Z)-5-(4-cyanobenzylidene)-3-cyclohexyl-4-oxothiazolidin-2-ylidene)amino)benzenesulphonamide